ClC=1C(=C(C=CC1)NC(=O)NCC=1C=C2CN(C(C2=CC1)=O)C1C(NC(CC1)=O)=O)O 1-(3-chloro-2-hydroxyphenyl)-3-((2-(2,6-dioxopiperidin-3-yl)-1-oxoisoindolin-5-yl)methyl)urea